Cl.NC1=NC=CC(=N1)C1=C(N=C(S1)C1CCN(CC1)CC1CCNCC1)C=1C(=C(C=CC1)C(CC)S(=O)(=O)N)F {3-[5-(2-aminopyrimidin-4-yl)-2-[1-(piperidin-4-ylmethyl)piperidin-4-yl]-1,3-thiazol-4-yl]-2-fluorophenyl}propane-1-sulfonamide hydrochloride salt